(S)-11-(aminomethyl)-9-chloro-4-ethyl-8,10-difluoro-4-hydroxy-1,12-dihydro-14H-pyrano[3',4':6,7]indolizino[1,2-b]quinoline-3,14(4H)-dione NCC1=C2C(=NC=3C=C(C(=C(C13)F)Cl)F)C1=CC3=C(C(N1C2)=O)COC([C@]3(O)CC)=O